FC=1C=C(C=CC1O)B(O)O 3-FLUORO-4-HYDROXYPHENYLBORONIC ACID